2-(3,3-Difluoro-1-methylcyclobutyl)-N-(4-(7-fluoro-1,3-dihydro-2H-benzo[c]azepin-2-yl)-2,6-dimethylphenyl)acetamide Copper-molybdenum-copper [Cu].[Mo].[Cu].FC1(CC(C1)(C)CC(=O)NC1=C(C=C(C=C1C)N1CC2=C(C=CC1)C=C(C=C2)F)C)F